(R)-N-((R)-1-(4-chloro-5-methoxypyridin-2-yl)ethyl)-N-ethyl-2-methylpropane-2-sulfinamide ClC1=CC(=NC=C1OC)[C@@H](C)N([S@](=O)C(C)(C)C)CC